(3R,4R)-4-((4-(benzo[d]thiazol-6-ylamino)-7-(1-methyl-1H-pyrazol-4-yl)quinazolin-5-yl)oxy)tetrahydrofuran-3-ol S1C=NC2=C1C=C(C=C2)NC2=NC=NC1=CC(=CC(=C21)O[C@H]2[C@@H](COC2)O)C=2C=NN(C2)C